FC=1C=C(C=CC1OC1=CC=NC2=CC(=CN=C12)OCCOC)NC(=O)C=1C(=NC(=C(C1O)C1=C(C=C(C=C1)F)C)C)C N-[3-fluoro-4-[[7-(2-methoxyethoxy)-1,5-naphthyridin-4-yl]oxy]phenyl]-5-(4-fluoro-2-methylphenyl)-4-hydroxy-2,6-dimethylpyridine-3-carboxamide